(E)-2,4,7-trimethyl-4-(m-tolyl)oct-2,6-dienal C/C(/C=O)=C\C(CC=C(C)C)(C=1C=C(C=CC1)C)C